NC1(CC1)CNC(=O)C1(CCN(CC1)C1=NN2C(S1)=NC=C2C2=C(C=C(C=C2)F)OC)CN N-((1-aminocyclopropyl)methyl)-4-(aminomethyl)-1-(5-(4-fluoro-2-methoxyphenyl)imidazo[2,1-b][1,3,4]thiadiazol-2-yl)piperidine-4-carboxamide